C(C)S(=O)(=O)N[C@@H]1[C@@H](N(CC12CC2)C(=O)OC(C)(C)C)CC=2C(=C(C=C(C2)F)C2=CC(=CC=C2)F)F tert-butyl (6S,7S)-7-(ethylsulfonamido)-6-((2,3',5-trifluoro-[1,1'-biphenyl]-3-yl)methyl)-5-azaspiro[2.4]heptane-5-carboxylate